4-chloro-3-[[2-(3-chloro-2-pyridyl)-5-(2,2,2-trifluoroethoxy)pyrazole-3-carbonyl]amino]quinoline-2-carboxamide ClC1=C(C(=NC2=CC=CC=C12)C(=O)N)NC(=O)C=1N(N=C(C1)OCC(F)(F)F)C1=NC=CC=C1Cl